5-[(4,6-difluoro-1H-indol-5-yl)oxy]-2-fluoro-benzoic acid FC1=C2C=CNC2=CC(=C1OC=1C=CC(=C(C(=O)O)C1)F)F